NC1=C(C(=NN1CC(F)(F)F)C1=CC=C(C=C1)CC(=O)NC1=CC(=NO1)CC(C)(C)C)C#N 2-(4-(5-Amino-4-cyano-1-(2,2,2-trifluoroethyl)-1H-pyrazol-3-yl)phenyl)-N-(3-neopentylisoxazol-5-yl)acetamide